3-(6-(Cyclopropylethynyl)-5,7-difluoro-4-oxo-1,4-dihydroquinolin-2-yl)-4-(methylsulfonyl)benzonitrile C1(CC1)C#CC=1C(=C2C(C=C(NC2=CC1F)C=1C=C(C#N)C=CC1S(=O)(=O)C)=O)F